FC=1C=C(C=C(C1)F)[C@@H]1CC=NN1C(=O)N1CCN(CC1)C1=NC=C(C(=N1)C=1C(N(C=CC1)C)=O)F (S)-3-(2-(4-(5-(3,5-difluorophenyl)-4,5-dihydro-1H-pyrazole-1-carbonyl)piperazin-1-yl)-5-fluoropyrimidin-4-yl)-1-methylpyridin-2(1H)-one